NC1=NC=CC(=C1C#CC(C)(O)C)C=1C=C2C(=NNC2=CC1)N 4-(2-Amino-4-(3-amino-1H-indazol-5-yl)pyridin-3-yl)-2-methylbut-3-yn-2-ol